C(C)OC(=O)[C@@H]1[C@H](CCC(C1)O)NC(=O)OC(C)(C)C (1S,2S)-2-((tert-Butoxycarbonyl)amino)-5-hydroxycyclohexane-1-carboxylic acid ethyl ester